potassium 6-bromohexyltrifluoroborate BrCCCCCC[B-](F)(F)F.[K+]